BrC1=C(C=CC2=C1OCO2)F 7-bromo-6-fluorobenzo[d][1,3]dioxol